3-Propylguanidin C(CC)NC(N)=N